N,N,N',N'-tetra(3-trimethoxysilylpropyl)ethylenediamine CO[Si](CCCN(CCN(CCC[Si](OC)(OC)OC)CCC[Si](OC)(OC)OC)CCC[Si](OC)(OC)OC)(OC)OC